NC1=C(N=CC(=N1)N1CCC2(CC1)C(CC1=NC=CC=C12)N)SC1=C(C(=NC=C1)N)Cl 1'-(6-amino-5-((2-amino-3-chloropyridin-4-yl)thio)pyrazin-2-yl)-6,7-dihydrospiro[cyclopenta[b]pyridine-5,4'-piperidin]-6-amine